benzyl (tert-butoxycarbonyl)(N,N-dimethylsulfamoyl)-D-alaninate C(C)(C)(C)OC(=O)N([C@H](C)C(=O)OCC1=CC=CC=C1)S(N(C)C)(=O)=O